C(=O)O.ClC=1C=C(CNC(=O)C2N(CC3=CC=CC=C3C2)C)C=C(C1C1C(NC(CC1)=O)=O)Cl N-(3,5-dichloro-4-(2,6-dioxopiperidin-3-yl)benzyl)-2-methyl-1,2,3,4-tetrahydroisoquinoline-3-carboxamide formate